OCC1CC(C1)OCCCN(C(OC(C)(C)C)=O)C tert-butyl (3-((1r,3r)-3-(hydroxymethyl)cyclobutoxy)propyl)(methyl)carbamate